(3R)-4-amino-N-((1R)-1-(5-cyano-2-pyridinyl)ethyl)-N-ethyl-3-methyl-1,3-dihydrofuro[3,4-c]quinoline-8-carboxamide NC1=NC=2C=CC(=CC2C2=C1[C@H](OC2)C)C(=O)N(CC)[C@H](C)C2=NC=C(C=C2)C#N